BrC=1C=C(C=C(C1)C[C@@H](C(=O)OC)NC(=O)OC(C)(C)C)B(O)O (S)-(3-bromo-5-(2-((tert-butoxycarbonyl)amino)-3-methoxy-3-oxopropyl)phenyl)boronic acid